(1R,2S)-2-(3-((5-(difluoromethoxy)-2-methylpyrimidin-4-yl)amino)-1H-indazol-6-yl)-5'-methoxyspiro[cyclopropane-1,3'-indolin]-2'-one FC(OC=1C(=NC(=NC1)C)NC1=NNC2=CC(=CC=C12)[C@@H]1C[C@@]12C(NC1=CC=C(C=C21)OC)=O)F